C(C)(=O)OC(C)CC 2-ethyl-2-ethyl acetate